methyl 3-(2-benzyloxyethoxy)cyclobutanecarboxylate C(C1=CC=CC=C1)OCCOC1CC(C1)C(=O)OC